(4-naphthalen-2-yl-phenyl)-phenyl-{4-(4,4,5,5-tetramethyl-[1,3,2]dioxaborolan-2-yl)phenyl}-amine C1=C(C=CC2=CC=CC=C12)C1=CC=C(C=C1)N(C1=CC=C(C=C1)B1OC(C(O1)(C)C)(C)C)C1=CC=CC=C1